N-(2,4-difluorophenyl)-2-(3-methyl-[1,2,4]triazolo[4,3-a]pyridin-6-yl)-6-(4-methylpiperazin-1-yl)imidazo[1,2-a]pyrazin-3-amine FC1=C(C=CC(=C1)F)NC1=C(N=C2N1C=C(N=C2)N2CCN(CC2)C)C=2C=CC=1N(C2)C(=NN1)C